FC1(CCN(CC1)C1=NC(=CC(=N1)NC(C1=C(C=C(C=C1)I)N1CC2CC2(CC1)C)=O)C)F N-(2-(4,4-difluoropiperidin-1-yl)-6-methylpyrimidin-4-yl)-4-iodo-2-(6-methyl-3-azabicyclo[4.1.0]heptan-3-yl)benzamide